N-{(1S)-1-cyano-2-[(3S)-2-oxopiperidin-3-yl]ethyl}-N2-(2,3-dihydro-1,4-benzodioxine-5-sulfonyl)-L-leucinamide C(#N)[C@H](C[C@H]1C(NCCC1)=O)NC([C@@H](NS(=O)(=O)C1=CC=CC=2OCCOC21)CC(C)C)=O